(R)-1-((6'-Chloro-3-fluoro-4'-(((S)-4-hydroxybutan-2-yl)amino)-[2,3'-bipyridin]-5-yl)methyl)pyrrolidin-3-ol ClC1=CC(=C(C=N1)C1=NC=C(C=C1F)CN1C[C@@H](CC1)O)N[C@@H](C)CCO